C(N)(=N)C=1C=C(SC1)[C@@H](C)NC(=O)[C@H]1N(CC2(OCCO2)C1)C(CNC(=O)C1=CC=C(C=C1)C1=CC=C(C=C1)C)=O (S)-N-((R)-1-(4-carbamimidoylthiophen-2-yl)ethyl)-7-((4'-methyl-[1,1'-biphenyl]-4-carbonyl)glycyl)-1,4-dioxa-7-azaspiro[4.4]nonane-8-carboxamide